N-(6-allyl-3-(6-bromobenzo[d]thiazol-2-yl)-4,5,6,7-tetrahydrothieno[2,3-c]pyridin-2-yl)-3-oxocyclobutane-1-carboxamide C(C=C)N1CC2=C(CC1)C(=C(S2)NC(=O)C2CC(C2)=O)C=2SC1=C(N2)C=CC(=C1)Br